2-(3-fluoro-5-trifluoromethyl-phenyl)-N-[1-ethyl-4-(4-fluoro-2-methyl-phenyl)-1H-pyrazolo[3,4-b]-pyridin-5-yl]-N-methyl-isobutyramide FC=1C=C(C=C(C1)C(F)(F)F)C(C(=O)N(C)C=1C(=C2C(=NC1)N(N=C2)CC)C2=C(C=C(C=C2)F)C)(C)C